Cl.C(C)N=C=NCCCN(C)C N1-((ethylimino)methylene)-N3,N3-dimethyl-propane-1,3-diamine hydrochloride